2-(4-Trifluoromethylbenzoyl)-2,3,4,9-tetrahydro-1H-beta-carboline FC(C1=CC=C(C(=O)N2CC=3NC4=CC=CC=C4C3CC2)C=C1)(F)F